CN1N=C(C=C1)CSC1=C(C=C(C(=O)OC)C=C1)[N+](=O)[O-] methyl 4-(((1-methyl-1H-pyrazol-3-yl)methyl)thio)-3-nitrobenzoate